C(C1=CC=CC=C1)OC1=C(C(=O)OC)C=C(C=C1)C(/C=N/C(C)(C)C)=O (E)-methyl 2-(benzyloxy)-5-(2-(tert-butylimino)acetyl)benzoate